tert-butyl 3-cyclopentyl-5-oxo-4,5-dihydro-1H-pyrazole-1-carboxylate C1(CCCC1)C1=NN(C(C1)=O)C(=O)OC(C)(C)C